4-((4-((2-((tert-butoxycarbonyl)amino)-5-(thiophen-2-yl)phenyl)carbamoyl)benzyl)amino)-4-oxobutanoic acid C(C)(C)(C)OC(=O)NC1=C(C=C(C=C1)C=1SC=CC1)NC(=O)C1=CC=C(CNC(CCC(=O)O)=O)C=C1